FC(COC=1C=C(C=C2C(=NC=NC12)N[C@H](C)C=1N=NC(=CC1)C)C1=NC=C(C=C1)F)F (R)-8-(2,2-difluoroethoxy)-6-(5-fluoropyridin-2-yl)-N-(1-(6-methylpyridazin-3-yl)ethyl)quinazolin-4-amine